(S)-2-((2-chloro-5-cyano-3-(2-methylpiperazin-1-yl)phenyl)amino)-4-(cyclopropyl(4-methoxybenzyl)amino)pyrazolo[1,5-a][1,3,5]triazine-8-carbonitrile ClC1=C(C=C(C=C1N1[C@H](CNCC1)C)C#N)NC1=NC=2N(C(=N1)N(CC1=CC=C(C=C1)OC)C1CC1)N=CC2C#N